CN(C=1C(=NC=CN1)N1CCN(CC1)C(C=C)=O)C1=NC=C(C=C1)C(F)(F)F 1-(4-(3-(methyl-(5-(trifluoromethyl)pyridin-2-yl)amino)pyrazin-2-yl)piperazin-1-yl)prop-2-en-1-one